C1(CCC1)N1C2CN(CC1CC2)C=2C=1N(N=CC2)C=C(C1)C=1C=NN(C1)C 4-(8-cyclobutyl-3,8-diazabicyclo[3.2.1]oct-3-yl)-6-(1-methylpyrazol-4-yl)pyrrolo[1,2-b]pyridazine